FC1(CN(CC[C@@H]1N1CCN(CC1)C1=CC=CC=2NC(N(C21)C)=O)C(=O)OC(C)(C)C)F Tert-butyl (4S)-3,3-difluoro-4-[4-(3-methyl-2-oxo-1H-benzimidazol-4-yl)piperazin-1-yl]piperidine-1-carboxylate